(R)-6-benzyl-N-methoxy-N,4-dimethyl-4,5,6,7-tetrahydroisoxazolo[5,4-c]pyridine-3-carboxamide C(C1=CC=CC=C1)N1CC2=C([C@H](C1)C)C(=NO2)C(=O)N(C)OC